(2S,3S,4S,5R)-6-((4-chloro-3'-(((2-(2-hydroxycyclopentyl)-1-oxoisoindolin-5-yl)oxy)methyl)-[1,1'-biphenyl]-3-carbonyl)oxy)-3,4,5-trihydroxytetrahydro-2H-pyran-2-carboxylic acid ClC1=C(C=C(C=C1)C1=CC(=CC=C1)COC=1C=C2CN(C(C2=CC1)=O)C1C(CCC1)O)C(=O)OC1[C@@H]([C@H]([C@@H]([C@H](O1)C(=O)O)O)O)O